2-((2-((4-(1-((cis)-5-hydroxyadamantan-2-yl)piperidin-4-yl)-2-methoxyphenyl)amino)-5-(trifluoromethyl)pyrimidin-4-yl)amino)-3-methylbenzamide OC12CC3C(C(CC(C1)C3)C2)N2CCC(CC2)C2=CC(=C(C=C2)NC2=NC=C(C(=N2)NC2=C(C(=O)N)C=CC=C2C)C(F)(F)F)OC